C(C)(C)(C)[C@@H]1CC=2C=C3C(=NC2CC1)SC(=N3)C(=O)N[C@H](CCN3CCC(CC3)O)C=3C=NC(=CC3)N3CCC(CC3)O |r| rac-(7S)-7-tert-butyl-N-[rac-(1R)-3-(4-hydroxy-1-piperidyl)-1-[6-(4-hydroxy-1-piperidyl)-3-pyridyl]propyl]-5,6,7,8-tetrahydrothiazolo[5,4-b]quinoline-2-carboxamide